1-(4-(2,6-DIOXOPIPERIDIN-3-YL)PHENYL)PIPERIDINE-4-CARBOXYLIC ACID O=C1NC(CCC1C1=CC=C(C=C1)N1CCC(CC1)C(=O)O)=O